[Cl-].CO[Si](CCC[N+](CCCCCCCCCCCC)(C)C)(OC)OC 3-(trimethoxysilyl)propyl-dimethyldodecyl-ammonium chloride